2-(3-((5,6-bis(benzyloxy)pyrimidin-4-yl)methyl)-5-(4-((4-(morpholinomethyl)phenyl)ethynyl)phenyl)-2-oxoimidazolidin-1-yl)acetonitrile C(C1=CC=CC=C1)OC=1C(=NC=NC1OCC1=CC=CC=C1)CN1C(N(C(C1)C1=CC=C(C=C1)C#CC1=CC=C(C=C1)CN1CCOCC1)CC#N)=O